tert-butyl N-[3-ethylsulfonyl-6-(trifluoromethyl)pyrazolo[1,5-a]pyridin-2-yl]carbamate C(C)S(=O)(=O)C=1C(=NN2C1C=CC(=C2)C(F)(F)F)NC(OC(C)(C)C)=O